(7-chloro-8-fluoroimidazo[1,5-a]pyridin-1-yl)methanamine hydrochloride Cl.ClC1=C(C=2N(C=C1)C=NC2CN)F